[N+](=O)([O-])C1=CC=C(C=C1)OC([C@@H](N)CCCCN)=O (L)-lysine para-nitrophenyl ester